Tetrolic Acid C(C#CC)(=O)O